C(C1=CC=CC=C1)C1(OC2=C(C1OS(=O)(=O)O)C(=CC(=C2)O)O)O 2-benzyl-2,4,6-trihydroxy-2,3-dihydro-1-benzofuran-3-yl-oxysulfonic acid